(1R,2S,5S)-3-[(2S)-2-cyclopropyl-2-[(2,2,2-trifluoroacetyl)amino]acetyl]-6,6-dimethyl-3-azabicyclo[3.1.0]hexane-2-carboxylic acid C1(CC1)[C@@H](C(=O)N1[C@@H]([C@H]2C([C@H]2C1)(C)C)C(=O)O)NC(C(F)(F)F)=O